(5S)-5-[3,5-bis(trifluoromethyl)phenyl]-3-(3-isoquinolin-4-ylpropanoyl)-1,3-oxazolidin-2-one FC(C=1C=C(C=C(C1)C(F)(F)F)[C@H]1CN(C(O1)=O)C(CCC1=CN=CC2=CC=CC=C12)=O)(F)F